2-(2-methylpropyl)oxan CC(CC1OCCCC1)C